ClC1=C2C(=NC(=C1)I)N(C=N2)C([2H])([2H])[2H] 7-chloro-5-iodo-3-(trideuteriomethyl)imidazo[4,5-b]pyridine